OCCCOCCCOCCCOCCC(=O)OC(C)(C)C tert-butyl 3-[3-[3-(3-hydroxypropoxy)propoxy]propoxy]propanoate